1,4-Dihydro-6-[(1-methoxy-2-phenyl-3-indolizinyl)carbonyl]-N-methyl-2,4-dioxo-3(2H)-quinazolineacetamide COC=1C(=C(N2C=CC=CC12)C(=O)C=1C=C2C(N(C(NC2=CC1)=O)CC(=O)NC)=O)C1=CC=CC=C1